(E)-3,7,11-trimethyldodec-6,10-dien-1-yn-3-ol CC(C#C)(CC\C=C(\CCC=C(C)C)/C)O